FC(C=1C=C(C=CC1)C1OP(OCC1)=S)(F)F 4-(3-(trifluoromethyl)phenyl)-1,3,2-dioxaphosphorinane 2-sulfide